NC1=NC=C(C2=C1C=NN2COCC[Si](C)(C)C)NC(=O)C(=O)N(CC2OCCCC2)CC2=CC=CC=C2 N-[4-amino-1-(2-trimethylsilylethoxymethyl)pyrazolo[4,3-c]pyridin-7-yl]-N'-benzyl-N'-(tetrahydropyran-2-ylmethyl)oxamide